4-(6-(4-((5-fluoro-6-methoxypyridin-3-yl)oxy)piperidin-1-yl)pyridin-3-yl)-6-(2-hydroxy-2-methylpropoxy)pyrazolo[1,5-a]pyridine-3-carbonitrile FC=1C=C(C=NC1OC)OC1CCN(CC1)C1=CC=C(C=N1)C=1C=2N(C=C(C1)OCC(C)(C)O)N=CC2C#N